C(C)(C)OC1=CC(=NC=C1C(F)(F)F)C1=NSC(=N1)NC1=NC=CC=C1N(C)C N2-(3-(4-isoprop-oxy-5-(trifluoromethyl)pyridin-2-yl)-1,2,4-thiadiazol-5-yl)-N3,N3-dimethyl-pyridine-2,3-diamine